N(=C=S)C1=CC(=C(CN2CC(C2)C#N)C=C1)C(F)(F)F 1-(4-isothiocyanato-2-(trifluoromethyl)benzyl)azetidine-3-carbonitrile